6,7-Dichloro-4-hydroxy-1-(2-isopropyl-4-methylpyridin-3-yl)-1,8-naphthyridin-2(1H)-one ClC=1C=C2C(=CC(N(C2=NC1Cl)C=1C(=NC=CC1C)C(C)C)=O)O